BrC=COC1=CC=C(C=C1)OC 1-((2-bromovinyl)oxy)-4-methoxybenzene